4-(2,6-dimethyl-3-nitropyridine-4-ylamino)phenethyl-carbamic acid benzyl ester C(C1=CC=CC=C1)OC(NCCC1=CC=C(C=C1)NC1=C(C(=NC(=C1)C)C)[N+](=O)[O-])=O